4-fluoro-2-phenyl-2-(2-quinolylmethyl)indolin-3-one FC1=C2C(C(NC2=CC=C1)(CC1=NC2=CC=CC=C2C=C1)C1=CC=CC=C1)=O